N-(5,6-dibromo-2-hydroxypyridin-3-yl)-acetamide BrC=1C=C(C(=NC1Br)O)NC(C)=O